5-fluoro-4-[5-[2-[1-(trifluoromethyl)cyclopropyl]ethynyl]-3,4-dihydro-2H-1,7-naphthyridin-1-yl]-1H-quinazolin-2-one FC1=C2C(=NC(NC2=CC=C1)=O)N1CCCC2=C(C=NC=C12)C#CC1(CC1)C(F)(F)F